4,6-bis(biphenyl-4-yl)-2-[3-(2-phenyl-4-pyridyl)-5-(9-phenanthryl)phenyl]-1,3,5-triazine C1(=CC=C(C=C1)C1=NC(=NC(=N1)C1=CC=C(C=C1)C1=CC=CC=C1)C1=CC(=CC(=C1)C=1C2=CC=CC=C2C=2C=CC=CC2C1)C1=CC(=NC=C1)C1=CC=CC=C1)C1=CC=CC=C1